(5-(3-chloro-4-fluorobenzyl)pyridin-2-yl)-1-ethyl-6-oxo-1,6-dihydropyridine-3-carboxamide ClC=1C=C(CC=2C=CC(=NC2)C=2N(C(C=CC2C(=O)N)=O)CC)C=CC1F